C(C1=CC=CC=C1)NCC(CCC(=O)OC)=O methyl 5-(benzylamino)-4-oxopentanoate